2-amino-3,N-dimethylbenzamide hydrochloride Cl.NC1=C(C(=O)NC)C=CC=C1C